copper-tungsten oxide [W]=O.[Cu]